BrC1=NC(=CC=C1N[C@H](C)C=1C=C(C=C2C(C(=C(OC12)N1CCC(CC1)(C)C)C)=O)C)Cl 8-[(1R)-1-[(2-bromo-6-chloro-3-pyridyl)amino]ethyl]-2-(4,4-dimethyl-1-piperidyl)-3,6-dimethyl-chromen-4-one